[O-]C#N.[O-]C#N.C(C)N1C=[N+](C=C1)C.C(C)N1C=[N+](C=C1)C 1-ethyl-3-methylimidazolium dicyanate